(R)-6-chloro-3-((1-(6-fluoro-2-(5-fluoropyridin-2-yl)-3-deuteromethyl-4-oxo-3,4-dihydroquinazolin-8-yl)ethyl)amino)benzoic acid ClC1=CC=C(C=C1C(=O)O)N[C@H](C)C=1C=C(C=C2C(N(C(=NC12)C1=NC=C(C=C1)F)C[2H])=O)F